NC1=C(C(=NC(=C1F)C1=CC=C2C=CNC2=C1F)C(=O)OCC#C)Cl Prop-2-yn-1-yl 4-amino-3-chloro-5-fluoro-6-(7-fluoro-1H-indol-6-yl)pyridin-2-carboxylate